Butyl (1S,2S)-2-[(3,4-Dichlorophenyl)carbonyl]cyclopropane-1-carboxylate ClC=1C=C(C=CC1Cl)C(=O)[C@@H]1[C@H](C1)C(=O)OCCCC